(S)-N-(2-Hydroxy-1-phenylethyl)-3-(((7-(pyridin-4-yl)-2,3-dihydrofuro[3,2-c]pyridin-4-yl)amino)methyl)benzamid OC[C@H](C1=CC=CC=C1)NC(C1=CC(=CC=C1)CNC1=NC=C(C2=C1CCO2)C2=CC=NC=C2)=O